2-(4,4-difluoropiperidin-1-yl)-6-methoxy-7-(3-(pyrrolidin-1-yl)prop-1-yn-1-yl)-N-(trifluoromethyl)quinazolin-4-amine FC1(CCN(CC1)C1=NC2=CC(=C(C=C2C(=N1)NC(F)(F)F)OC)C#CCN1CCCC1)F